α-ethoxy-ortho-cresol C(C)OCC1=CC=CC=C1O